BrC1=C(C=O)C=C(C=C1)F 2-bromo-5-fluorobenzaldehyde